P(=O)(OC1=C(C=CC=C1C)C)(OC1=C(C=CC=C1C)C)OC1=C(C=CC=C1C)C tri(2,6-dimethylphenyl) phosphate